furan-2-carboxylate O1C(=CC=C1)C(=O)[O-]